C(C1=CC=CC=C1)N1CC(CCC1)C1=CC=NC=2N1N=C(C2)C2=CC=C(C=C2)Cl 7-(1-Benzylpiperidin-3-yl)-2-(4-chlorophenyl)pyrazolo[1,5-a]pyrimidine